COCOC=1C=C(C=C(C1)OCOC)C=1C(C2=CC(=CC(=C2C1C1=CC(=C(C=C1)OCOC)OC)OCOC)OCOC)=O 2-(3,5-Dimethoxymethoxyphenyl)-3-(3-methoxy-4-methoxymethoxyphenyl)-4,6-Dimethoxymethoxy-1H-inden-1-one